2-(1,2-benzoOxazol-3-yl)-N-[2-[3-(2,4-dimethyl-1,3-thiazol-5-yl)-6-oxopyridazin-1-yl]ethyl]acetamide O1N=C(C2=C1C=CC=C2)CC(=O)NCCN2N=C(C=CC2=O)C2=C(N=C(S2)C)C